2,3,4,6-tetraacetoxy-α-D-galactopyranosyl bromide C(C)(=O)O[C@@]1([C@H](O[C@@H]([C@@]([C@@]1(O)OC(C)=O)(O)OC(C)=O)C(O)OC(C)=O)Br)O